O=C1N(C(C2=CC=CC=C12)=O)CCOC[C@H]1N(CCC1)C(=O)OC(C)(C)C tert-butyl (2S)-2-{[2-(1,3-dioxo-1,3-dihydro-2H-isoindol-2-yl)ethoxy]methyl}pyrrolidine-1-carboxylate